C(C#C)C1=CC(=C2C(C[C@H](OC2=C1)C1=CC=CC=C1)=O)OC (S)-7-propargyl-5-methoxyflavanone